methyl (2S)-3-methyl-2-{methyl[7-(prop-2-enoyl)-5-oxa-2,7-diazaspiro[3.4]octan-2-yl]carbonylamino}butanoate CC([C@@H](C(=O)OC)N(C(=O)N1CC2(C1)OCN(C2)C(C=C)=O)C)C